BrC1=CC2=C(N=C(N=C2N[C@H](C)C2=CC(=CC(=C2)C(F)(F)F)[N+](=O)[O-])C)N=C1Cl (R)-6-bromo-7-chloro-2-methyl-N-(1-(3-nitro-5-(trifluoromethyl)phenyl)ethyl)pyrido[2,3-d]pyrimidin-4-amine